NC1=NC2=CC(=CC=C2C=C1C#N)\C=C\[C@H]1CC([C@@H]2OC(O[C@@H]21)(C)C)N2CCC1=C2N=CN=C1N 2-amino-7-((E)-2-((3aR,4R,6aS)-6-(4-amino-5,6-dihydro-7H-pyrrolo[2,3-d]pyrimidin-7-yl)-2,2-dimethyltetrahydro-4H-cyclopenta[d][1,3]dioxolan-4-yl)vinyl)quinoline-3-carbonitrile